C(C)C=1C(=CC(=C(C1)O)F)C1=CC=C2C(=NNC2=C1)C1=NC2=C(N1)CN(C2)S(=O)(=O)C2=CC=CC=C2 5-Ethyl-2-fluoro-4-(3-(5-(phenylsulfonyl)-1,4,5,6-tetrahydropyrrolo[3,4-d]imidazol-2-yl)-1H-indazol-6-yl)phenol